(2,6-Dichloropyridin-4-yl)methyl (S)-2-amino-3-(methylsulfonamido)propanoate hydrochloride Cl.N[C@H](C(=O)OCC1=CC(=NC(=C1)Cl)Cl)CNS(=O)(=O)C